(S)-4-((tetrahydrofuran-3-yl)oxy)-N-(1-((4-(1,2,5,6-tetrahydropyridin-3-yl)phenyl)sulfonyl)piperidin-4-yl)-5-(trifluoromethyl)pyrimidin-2-amine O1C[C@H](CC1)OC1=NC(=NC=C1C(F)(F)F)NC1CCN(CC1)S(=O)(=O)C1=CC=C(C=C1)C=1CNCCC1